2,8-dichloro-[1,6]naphthyridine ClC1=NC2=C(C=NC=C2C=C1)Cl